C[N+](CCCCCCCCCCCCCCC[N+](C)(C)C)(C)C pentadecamethylenebis(trimethylammonium)